3-(4-(5-fluoro-1H-indol-3-yl)thiophen-2-yl)-3-oxopropionic acid FC=1C=C2C(=CNC2=CC1)C=1C=C(SC1)C(CC(=O)O)=O